1-hydroxy-4-methyl-6-[1-(4-nitrophenoxy)butyl]-2-pyridone ON1C(C=C(C=C1C(CCC)OC1=CC=C(C=C1)[N+](=O)[O-])C)=O